DISODIUM ADENOSINE [C@@H]1([C@H](O)[C@H](O)[C@@H](CO)O1)N1C=NC=2C(N)=NC=NC12.[Na].[Na]